(4-Chlorophenoxy)1-(1H-imidazole-1-yl)-3,3-dimethyl-2-butanon ClC1=CC=C(OC(C(C(C)(C)C)=O)N2C=NC=C2)C=C1